(R)-4-((8-isopropyl-2-((1-(pyridin-4-yl)ethyl)amino)pyrazolo[1,5-a][1,3,5]triazine-4-yl)amino)piperidine-1-carboxylic acid (1-(tert-butoxycarbonyl)-3-fluoroazetidine-3-yl)methyl ester C(C)(C)(C)OC(=O)N1CC(C1)(F)COC(=O)N1CCC(CC1)NC1=NC(=NC=2N1N=CC2C(C)C)N[C@H](C)C2=CC=NC=C2